3,7,11-trimethyldodeca-1,3,6,10-tetraene CC(C=C)=CCC=C(CCC=C(C)C)C